bis-[hydroxymethyl]-cyclohexane OCC1(CCCCC1)CO